OC=1C=CC=C2NC=C(CCN(CC=C)C(C)C)C12 4-hydroxy-N-isopropyl-N-allyltryptamine